5-Bromo-3-fluoropyridinecarboxylic acid BrC=1C=C(C(=NC1)C(=O)O)F